C(OC(C)(C)C)(OC1=CC(=CC=CC1=O)B1OC(C(O1)(C)C)(C)C)=O tert-butyl (7-oxo-3-(4,4,5,5-tetramethyl-1,3,2-dioxaborolan-2-yl)cyclohepta-1,3,5-trien-1-yl) carbonate